N-(3-(5-(3,5-Dichlorophenyl)-1H-pyrazolo[3,4-b]pyridin-3-carbonyl)-2,4-difluorophenyl)propan-1-sulfonamid ClC=1C=C(C=C(C1)Cl)C=1C=C2C(=NC1)NN=C2C(=O)C=2C(=C(C=CC2F)NS(=O)(=O)CCC)F